C1=CC=CC=2C3=CC=CC=C3N(C12)C1=CC=2C=CC=CC2C=2C=CC3=C(N=CN3C3=CC(=CC(=C3)F)F)C12 4-(9H-carbazol-9-yl)-1-(3,5-difluorophenyl)-1H-phenanthroimidazole